O1C=CC2=C1C=CC(=C2)NC(=O)NC2=CC(=C(C=C2)OC2=CC=CC=C2)C 1-(benzofuran-5-yl)-3-(3-methyl-4-phenoxyphenyl)urea